ClC=1C=C(C=CC1)N1N=NC(=C1)C(=O)NCC=1C=C2CN(C(C2=CC1)=O)C1C(NC(CC1)=O)=O 1-(3-chlorophenyl)-N-((2-(2,6-dioxopiperidin-3-yl)-1-oxoisoindolin-5-yl)methyl)-1H-1,2,3-Triazole-4-carboxamide